CN([C@@H](CC(C)C)C(=O)O)C(=O)OC(C(C)(C)C1=CC(=CC=C1)Cl)C1=CC=C(C=C1)Cl.C1OC2=CSC=C2OC1 L-3,4-ethylenedioxythiophene methyl-((2-(3-chlorophenyl)-1-(4-chlorophenyl)-2-methylpropoxy)carbonyl)-L-leucinate